C(C)(=O)OC[C@H](COC1=CC=C(C=C1)C(C)(C)C1=CC(=C(C(=C1)Cl)OC[C@H](CCl)OC(C)=O)Cl)OC(C)=O (S)-3-(4-(2-(4-((R)-2-acetoxy-3-chloropropoxy)-3,5-dichlorophenyl)propan-2-yl)phenoxy)propane-1,2-diyl diacetate